O[C@@H](COC1=CC=C(C=C1)C=O)CN1N=NN=C1 (4-((R)-2-hydroxy-3-(1H-tetrazol-1-yl)propoxy)phenyl)methanone